2,4-dimethyl-thiophene CC=1SC=C(C1)C